BrC1=NC2=C(N1C1=CC3=CC=CC=C3C=C1)C=CC=C2 2-bromo-1-(naphthalen-2-yl)-1H-benzimidazole